IC=1C(=NN2C1CN(CCC2)S(=O)(=O)C2=C(C=CC=C2)[N+](=O)[O-])C(=O)N(C)C 3-iodo-N,N-dimethyl-5-(2-nitrophenyl)sulfonyl-4,6,7,8-tetrahydropyrazolo[1,5-a][1,4]diazepine-2-carboxamide